N1CC(CC1)NC(CC)=O N-(pyrrolidin-3-yl)propionamide